OCC(CO)CCO 2-(Hydroxymethyl)butan-1,4-diol